BrC=1C2=C(C(=NC1Cl)C1=CCC3(OCCO3)CC1)C=NN2CC2=CC=C(C=C2)OC 7-bromo-6-chloro-4-{1,4-dioxaspiro[4.5]dec-7-en-8-yl}-1-[(4-methoxyphenyl)methyl]-1H-pyrazolo[4,3-c]pyridine